2-Chloro-N-(5-(2-(((3S,5S)-5-fluoropiperidin-3-yl)amino)-8-methylpyrido[3,2-d]pyrimidin-6-yl)-6-methylpyridin-2-yl)benzenesulfonamide ClC1=C(C=CC=C1)S(=O)(=O)NC1=NC(=C(C=C1)C=1C=C(C=2N=C(N=CC2N1)N[C@@H]1CNC[C@H](C1)F)C)C